(3-ethyl-2,6-dioxo-1-propyl-8-(1-(3-(trifluoromethyl)benzyl)-1H-pyrazol-4-yl)-1,2,3,6-tetrahydro-7H-purin-7-yl)methyl pyrimidine-2-carboxylate N1=C(N=CC=C1)C(=O)OCN1C(=NC=2N(C(N(C(C12)=O)CCC)=O)CC)C=1C=NN(C1)CC1=CC(=CC=C1)C(F)(F)F